FC1=C2C(COC3(C2=CC(=C1)C(F)(F)F)CC3)N(S(=O)(=O)C3=C(C=CC=C3)[N+](=O)[O-])C N-(5'-fluoro-7'-(trifluoromethyl)spiro[cyclopropane-1,1'-isochroman]-4'-yl)-N-methyl-2-nitrobenzenesulfonamide